(S)-3-(3,5-bis(trifluoromethyl)phenyl)-8,9,10,10a-tetrahydropyrazino[1,2-a]pyrido[2,3-e][1,4]diazepine-5,11(7H,12H)-dione FC(C=1C=C(C=C(C1)C(F)(F)F)C1=CC2=C(NC([C@H]3N(C2=O)CCNC3)=O)N=C1)(F)F